N,N-bis-(trifluoromethanesulfonyl)aniline Potassium nitrate [N+](=O)([O-])[O-].[K+].FC(S(=O)(=O)N(C1=CC=CC=C1)S(=O)(=O)C(F)(F)F)(F)F